C1(CCCC1)OC=1C(=CC=2C(N1)=NN(C2)CC2COCC2)C(=O)O 6-(cyclopentyloxy)-2-((tetrahydrofuran-3-yl)methyl)-2H-pyrazolo[3,4-b]pyridine-5-carboxylic acid